acryloyloxyethyl-trimethylammonium bis(trifluoromethanesulfonyl)imide salt [N-](S(=O)(=O)C(F)(F)F)S(=O)(=O)C(F)(F)F.C(C=C)(=O)OCC[N+](C)(C)C